(5-acetylamino-1-bromonaphthalen-2-yl)(allyl)carbamic acid tert-butyl ester C(C)(C)(C)OC(N(CC=C)C1=C(C2=CC=CC(=C2C=C1)NC(C)=O)Br)=O